C(C)(C)(C)C1CCC(CC1)NC(C(C)S(=O)(=O)O)C 3-(4-tert-butylcyclohexyl)aminobutane-2-sulfonic acid